propenyltrisulfide C(=CC)SSSC=CC